(4S,11bR)-4-(2-((R)-Butyl(methyl)silyl)phenyl)-4,5-dihydro-3H-dinaphtho[2,1-c:1',2'-e]phosphepine C(CCC)[Si@H](C1=C(C=CC=C1)P1CC2=C(C3=C(C1)C=CC1=CC=CC=C13)C=1C=CC=CC1C=C2)C